tert-Butyl ((1R,4r)-4-(((1R,2S,5R)-5-(tert-butylamino)-2-((S)-2-oxo-3-((6-(trifluoromethyl)quinazolin-4-yl)amino)pyrrolidin-1-yl)cyclohexyl)carbamoyl)cyclohexyl)carbamate C(C)(C)(C)N[C@@H]1CC[C@@H]([C@@H](C1)NC(=O)C1CCC(CC1)NC(OC(C)(C)C)=O)N1C([C@H](CC1)NC1=NC=NC2=CC=C(C=C12)C(F)(F)F)=O